FC1=CC=C(C=C1)N1N=CC2=C1C=C1CCN(C[C@]1(C2)C(=O)C2=NC=CC(=C2)C(F)(F)F)S(=O)(=O)C=2N=NN(C2)C (R)-(1-(4-fluorophenyl)-6-((1-methyl-1H-1,2,3-triazol-4-yl)sulfonyl)-4,4a,5,6,7,8-hexahydro-1H-pyrazolo[3,4-g]isoquinolin-4a-yl)(4-(trifluoromethyl)pyridin-2-yl)methanone